ClC1=NC(=C2C(=N1)N(N=C2)[C@H]2[C@@H]([C@@H]([C@H](O2)CO[C@H](C=[SH+])P(O)(O)=O)O)O)NC2CCCC2 ((S)-1-(((2R,3S,4R,5R)-5-(6-chloro-4-(cyclopentylamino)-1H-pyrazolo[3,4-d]pyrimidin-1-yl)-3,4-dihydroxytetrahydro-furan-2-yl)methoxy)-2-sulfanio-ylethyl)phosphonic acid